8'-Bromo-1'-[trans-4-(pyridin-2-yloxy)cyclohexyl]-4'H,6'H-spiro[1,3-dioxolan-2,5'-[1,2,4]triazolo[4,3-a][1]benzazepin] BrC=1C=CC2=C(CC3(CC=4N2C(=NN4)[C@@H]4CC[C@H](CC4)OC4=NC=CC=C4)OCCO3)C1